COC(=O)N1C=C(C2=CC(=CC=C12)Br)/C(=C/C1=C(C=CC(=C1)C#N)OC)/C#N.C(C)(C)(C)OC(=O)NC1CCC(CC1)=O 4-(tert-butoxycarbonyl-amino)cyclohexanone methyl-5-bromo-3-[(Z)-1-cyano-2-(5-cyano-2-methoxy-phenyl)vinyl]indole-1-carboxylate